tert-butyl 4-(3-bromo-2-quinolyl)piperazine-1-carboxylate BrC=1C(=NC2=CC=CC=C2C1)N1CCN(CC1)C(=O)OC(C)(C)C